5-(3'-bromo-5-(5H-pyrido[4,3-b]indol-5-yl)-[1,1'-biphenyl]-3-yl)-5H-pyrido[3,2-b]indole BrC=1C=C(C=CC1)C1=CC(=CC(=C1)N1C2=C(C=3C=CC=CC13)C=NC=C2)N2C1=C(C=3C=CC=CC23)N=CC=C1